5-(1-(cyclohexylmethyl)piperidin-3-yl)-2-(quinolin-5-yl)-2,4-dihydro-3H-1,2,4-triazol-3-one C1(CCCCC1)CN1CC(CCC1)C=1NC(N(N1)C1=C2C=CC=NC2=CC=C1)=O